C(C)(=O)OC[C@H]1O[C@H]([C@@H]([C@H]([C@@H]1OC(C)=O)OC(C)=O)NC(C)=O)OC1=C(C(=CC(=C1)OC)OC)C(C=CC1=CC=C(C=C1)OC)=O [(2R,3S,4R,5R,6S)-5-Acetamido-3,4-diacetyloxy-6-[3,5-dimethoxy-2-[3-(4-methoxyphenyl)prop-2-enoyl]phenoxy]oxan-2-yl]methyl acetate